3-bromo-1-(3-chloropyridin-2-yl)-N-(2-bromo-4-chloro-6-(methylaminoformyl)phenyl)-N-methyl-1H-pyrazole-5-carboxamide BrC1=NN(C(=C1)C(=O)N(C)C1=C(C=C(C=C1C(=O)NC)Cl)Br)C1=NC=CC=C1Cl